BrC1=CC=C2C(=C1F)OCC[C@]21N(COC1)C1=NC=C(C=C1OC(F)F)C(F)(F)F (S)-7-bromo-3'-(3-(difluoromethoxy)-5-(trifluoromethyl)pyridin-2-yl)-8-fluorospiro[chroman-4,4'-oxazolidine]